C1=CC=CC=2C3=CC=CC=C3C(C12)COC(=O)NC(C(=O)OC(C)(C)C)CCC1=CC(=NC=C1)N(C)C tert-Butyl 2-((((9H-fluoren-9-yl)methoxy) carbonyl)amino)-4-(2-(dimethylamino) pyridin-4-yl)butanoate